NCC(=O)[O-].[K+] potassium α-aminoacetate